C(#N)C1=CC=C(C=C1)NC1=NC=CC(=N1)C(=O)NC=1C=NC=CC1C1=CC=CC=C1 2-((4-cyanophenyl)amino)-N-(4-phenylpyridin-3-yl)pyrimidine-4-carboxamide